2-(methylamino)-5,6-dihydrothieno[3,2-h]quinazoline-8-carboxylic acid CNC1=NC=2C3=C(CCC2C=N1)C=C(S3)C(=O)O